C(C)OC(=O)N1C(CCC2=CC(=CC=C12)C(F)(F)F)(CC)N amino-2-ethyl-6-trifluoromethyl-3,4-dihydro-2H-quinoline-1-carboxylic acid ethyl ester